2-{[3-(1H-imidazol-4-yl)-2-[3-(trifluoromethyl)-1H-1,2,4-triazol-5-yl]imidazo[1,2-a]pyrimidin-6-yl]methoxy}-1-(piperidin-1-yl)ethan-1-one N1C=NC(=C1)C1=C(N=C2N1C=C(C=N2)COCC(=O)N2CCCCC2)C2=NC(=NN2)C(F)(F)F